5-{4-[4-(5-cyclopropyl-3-methylpyridin-2-yl)piperazine-1-carbonyl]-3-fluorophenyl}-5-propylimidazolidine-2,4-dione C1(CC1)C=1C=C(C(=NC1)N1CCN(CC1)C(=O)C1=C(C=C(C=C1)C1(C(NC(N1)=O)=O)CCC)F)C